N-benzyl-2-((2,6-dimethylphenyl)sulfonyl)-N,N-diethylethan-1-Aminium Bromide [Br-].C(C1=CC=CC=C1)[N+](CCS(=O)(=O)C1=C(C=CC=C1C)C)(CC)CC